1-(3-(3,6-difluoro-9H-carbazol-9-yl)-2-hydroxypropyl)-5-ethylpyrrolidin-2-one FC=1C=CC=2N(C3=CC=C(C=C3C2C1)F)CC(CN1C(CCC1CC)=O)O